CC1=CC=CC(=N1)NC(=O)[C@H]1N([C@@H]2CC[C@H]1C2)C(CN2C=C(C1=CC(=CC=C21)C=2C1=C(NN2)C=CS1)C(=O)N)=O (2-((1R,3S,4S)-3-((6-methylpyridin-2-yl)carbamoyl)-2-azabicyclo[2.2.1]heptan-2-yl)-2-oxoethyl)-5-(1H-thieno[3,2-c]pyrazol-3-yl)-1H-indole-3-carboxamide